2-chloro-N-[6-(4-cyclopropylphenyl)pyrazin-2-yl]-N-methyl-pyrido[3,4-d]pyrimidin-4-amine ClC=1N=C(C2=C(N1)C=NC=C2)N(C)C2=NC(=CN=C2)C2=CC=C(C=C2)C2CC2